tert-Butyl (S)-6-diazo-2-((S)-2-(2-(dimethylamino)acetamido)-2-phenylacetamido)-5-oxohexanoate [N+](=[N-])=CC(CC[C@@H](C(=O)OC(C)(C)C)NC([C@H](C1=CC=CC=C1)NC(CN(C)C)=O)=O)=O